5-(7-{2-[1-(aminomethyl)cyclobutyl]ethoxy}-1-fluoro-3-hydroxynaphthalen-2-yl)-1λ6,2,5-thiadiazolidine-1,1,3-trione NCC1(CCC1)CCOC1=CC=C2C=C(C(=C(C2=C1)F)N1CC(NS1(=O)=O)=O)O